tert-butyl 4-(6-cyano-7-(2-fluoro-5-methylphenyl)-1-(2-isopropyl-4-methylpyridin-3-yl)-2-oxo-1,2-dihydropyrido[2,3-d]pyrimidin-4-yl)-3,5-dimethylpiperazine-1-carboxylate C(#N)C1=CC2=C(N(C(N=C2N2C(CN(CC2C)C(=O)OC(C)(C)C)C)=O)C=2C(=NC=CC2C)C(C)C)N=C1C1=C(C=CC(=C1)C)F